N-(3-((1s,3s)-3-(cyanomethyl)-1-(4-methyl-4H-1,2,4-triazol-3-yl)cyclobutyl)phenyl)-6-formyl-3-methylimidazo[1,2-a]pyridine-8-carboxamide C(#N)CC1CC(C1)(C1=NN=CN1C)C=1C=C(C=CC1)NC(=O)C=1C=2N(C=C(C1)C=O)C(=CN2)C